OC\C=C/S(=O)(=O)O (Z)-3-hydroxypropenesulfonic acid